C4-chlorobenzyl bromide ClC1=CC=C(CBr)C=C1